N1CCCC2=CC=CC(=C12)C=O 1,2,3,4-tetrahydroquinoline-8-carbaldehyde